BrC=1C=NC=2C=CN3C(C2C1)=NC(=C3CO)C3=C(C=CC=C3Cl)Cl (9-bromo-2-(2,6-dichlorophenyl)imidazo[2,1-f][1,6]naphthyridin-3-yl)methanol